C(C=C)(=O)NC1CN(C=2C=CC=C(C2C1)C(=O)NS(=O)(=O)C)C1=CC=C(C=C1)C(F)(F)F 3-acrylamido-N-(methylsulfonyl)-1-(4-(trifluoromethyl)phenyl)-1,2,3,4-tetrahydroquinoline-5-carboxamide